C(C1=CC=CC=C1)OC1=C(C=C(C(=O)O)C=C1C#C)C1OCCO1 4-(benzyloxy)-3-(1,3-dioxolan-2-yl)-5-ethynylbenzoic acid